C(#N)N1C[C@@H](C[C@H]1C)NC(=O)C=1OC(=CN1)C1=CC(=CC=C1)C(F)(F)F N-((3R,5R)-1-cyano-5-methylpyrrolidin-3-yl)-5-(3-(trifluoromethyl)phenyl)oxazole-2-carboxamide